C1(CCC12CCC2)=O spiro[3.3]heptan-1-one